N-(6-aminohexyl)-(3-aminopropyl)trimethoxysilane indium [In].NCCCCCCNCCC[Si](OC)(OC)OC